2-(4-chloro-3-fluorophenoxy)-N-(piperidin-4-yl)acetamide ClC1=C(C=C(OCC(=O)NC2CCNCC2)C=C1)F